7-(2-((6-chloroisoindolin-5-yl)amino)-5-(trifluoromethyl)pyrimidin-4-yl)-3,4-dihydrothieno[2,3-f][1,4]thiazepin-5(2H)-one 1,1-dioxide ClC1=C(C=C2CNCC2=C1)NC1=NC=C(C(=N1)C1=CC2=C(C(NCCS2(=O)=O)=O)S1)C(F)(F)F